(S)-1-acetyl-N-(1-(4-((4-cyclopropyl-1,5-naphthyridin-3-yl)amino)phenyl)-2,2,2-trifluoroethyl)-N-methylpiperidine-4-carboxamide C(C)(=O)N1CCC(CC1)C(=O)N(C)[C@H](C(F)(F)F)C1=CC=C(C=C1)NC=1C=NC2=CC=CN=C2C1C1CC1